methyl (E)-4-(4-chlorophenyl)-2-oxobut-3-enoate ClC1=CC=C(C=C1)/C=C/C(C(=O)OC)=O